(E,E)-3,7,11-Trimethyl-2,6,10-dodecatrienyl butyrate C(CCC)(=O)OC\C=C(\CC\C=C(\CCC=C(C)C)/C)/C